2-(2-cyanoisoindolin-4-yl)-N,N-dimethylbenzenesulfonamide C(#N)N1CC2=CC=CC(=C2C1)C1=C(C=CC=C1)S(=O)(=O)N(C)C